bis([1,1'-biphenyl]-3-yl)amine C1(=CC(=CC=C1)NC=1C=C(C=CC1)C1=CC=CC=C1)C1=CC=CC=C1